BrC=1C=C2C(=C(C=NC2=CC1)C=1OC=CN1)NC1=C(C(=O)O)C(=CC=C1)O 2-[(6-bromo-3-oxazol-2-yl-4-quinolyl)amino]-6-hydroxy-benzoic acid